C(N)(OCCCC(C1=CC=CC=C1)=O)=O 4-oxo-4-phenylbutyl carbamate